CN(C1=CC=C(C=CC=2SC3=C(N2)C2=CC=CC=C2C=C3)C=C1)C 2-(p-dimethylaminostyryl)naphtho(1,2-d)thiazole